C1(CCCC1)CCC1=C(C=C(C=C1)C1=NOC(=N1)[C@H]1N(CC[C@@H]1O)C(=O)OC(C)(C)C)C(F)(F)F tert-butyl (2S,3S)-2-(3-(4-(2-cyclopentylethyl)-3-(trifluoromethyl)phenyl)-1,2,4-oxadiazol-5-yl)-3-hydroxypyrrolidine-1-carboxylate